O=C1NC(CCC1NC1=CC=C(C=C1)C1CC2CCC(C1)N2C(=O)OC(C)(C)C)=O tert-butyl 3-[4-[(2,6-dioxo-3-piperidyl)amino]phenyl]-8-azabicyclo[3.2.1]octane-8-carboxylate